N[C@H]1CN(C[C@H](C1(F)F)C)C1=C(C#N)C=C(C(=N1)NC1=CC2=C(N(C(N2C[C@H]2CNC(O2)=O)=O)C)C=C1)F 2-((3S,5R)-3-amino-4,4-difluoro-5-methylpiperidin-1-yl)-5-fluoro-6-((1-methyl-2-oxo-3-(((R)-2-oxooxazolidin-5-yl)methyl)-2,3-dihydro-1H-benzo[d]imidazol-5-yl)amino)nicotinonitrile